2',3'-didehydro-2',3'-dideoxythymidine CC1=CN(C(=O)NC1=O)[C@H]2C=C[C@H](O2)CO